1-methyl-3-butylimidazole hydrogensulfate S(=O)(=O)(O)O.CN1CN(C=C1)CCCC